N,N-diphenylphenanthrene-9,10-diamine C1(=CC=CC=C1)N(C=1C2=CC=CC=C2C=2C=CC=CC2C1N)C1=CC=CC=C1